C1(CC1)C1=C(C=CC=C1F)C(C(=O)O)N1CC(C1)OCCCCCC1=NC=2NCCCC2C=C1 2-(2-cyclopropyl-3-fluorophenyl)-2-(3-(5-(5,6,7,8-tetrahydro-1,8-naphthyridin-2-yl)pentyloxy)azetidin-1-yl)acetic acid